2-(2-hydroxy-5-vinylphenyl)benzotriazole OC1=C(C=C(C=C1)C=C)N1N=C2C(=N1)C=CC=C2